CN1CCC(CC1)C1OCC(CO1)N1C=C(C2=C1N=CN=C2N)C2=CC=C(C=C2)OC2=CC=CC=C2 7-((2s,5s)-2-(1-methylpiperidin-4-yl)-1,3-dioxane-5-yl)-5-(4-phenoxyphenyl)-7H-pyrrolo[2,3-d]Pyrimidin-4-amine